4-phenyl-1,3,2-dioxaborolane C1(=CC=CC=C1)C1OBOC1